CC1(CC1)C1=CC=C(C(=O)O)C=C1 4-(1-methylcyclopropyl)benzoic acid